1,3-Diethyl-2-imidazolidinon C(C)N1C(N(CC1)CC)=O